tert-butyl ((cis)-3-((3-cyclopropyl-6-(1-methyl-1H-pyrazol-4-yl)pyrazolo[1,5-a]pyrazin-4-yl)oxy)-3-methylcyclobutyl)carbamate C1(CC1)C=1C=NN2C1C(=NC(=C2)C=2C=NN(C2)C)OC2(CC(C2)NC(OC(C)(C)C)=O)C